C1(=CC=CC=C1)C1=C(C(=C(C=C1)O)C=C)C1=CC=CC=C1 diphenyl-vinyl-phenol